(S)-7'-(3,5-difluorophenyl)-1-(1-methyl-6-oxo-1,6-dihydropyrimidin-4-yl)dihydro-1'H,3'H,5'H-spiro[piperidine-4,2'-pyrazolo[1,2-a]pyrazol]-1'-one FC=1C=C(C=C(C1)F)[C@@H]1CCN2N1C(C1(C2)CCN(CC1)C=1N=CN(C(C1)=O)C)=O